(+/-)-trans-methyl 3-((2-(2-chloro-5H-pyrrolo[2,3-b]pyrazin-7-yl)-6-phenylpyrimidin-4-yl)amino)bicyclo[2.2.2]octane-2-carboxylate ClC=1N=C2C(=NC1)NC=C2C2=NC(=CC(=N2)NC2C(C1CCC2CC1)C(=O)OC)C1=CC=CC=C1